BrC=1C(=C2C=CC1O2)Br dibromo-p-phenylene ether